4-(4-(4'-acetamido-3'-fluoro-2-methoxy-[1,1'-biphenyl]-3-yl)thiazol-2-yl)piperazine-1-carboxylic acid tert-butyl ester C(C)(C)(C)OC(=O)N1CCN(CC1)C=1SC=C(N1)C=1C(=C(C=CC1)C1=CC(=C(C=C1)NC(C)=O)F)OC